C(C)(C)(C)OC(=O)N1C[C@H](CC1)N1N=C(C2=C1C(NN=C2N)=O)C2=CC1=C(S2)C(=CC(=C1)C)OC.COC=1C=C(C(CC2=C(C(=O)N)C=CC=N2)=CC1)O 4-methoxysalicyl-nicotinamide tert-butyl-(S)-3-(4-amino-3-(7-methoxy-5-methylbenzo[b]thiophen-2-yl)-7-oxo-6,7-dihydro-1H-pyrazolo[3,4-d]pyridazin-1-yl)pyrrolidine-1-carboxylate